C1(=CC=CC=C1)C(CS(=O)(=O)C1=CC=CC=C1)=O 1-phenyl-2-(phenyl-sulfonyl)ethane-1-one